1-(4-bromophenyl)-2-phenylethane-1-one BrC1=CC=C(C=C1)C(CC1=CC=CC=C1)=O